2-amino-4-[4-(2-hydroxyethyl-amino)phenyl]-6-(3-pyridylmethylsulfanyl)-pyridine-3,5-dicarbonitrile NC1=NC(=C(C(=C1C#N)C1=CC=C(C=C1)NCCO)C#N)SCC=1C=NC=CC1